O1COC2=C1C=CC(=C2)CC#N 2-(benzo[d][1,3]dioxol-5-yl)acetonitrile